OC=1C(=[O+]C2=CC(=CC(=C2C1)O)O)C1=CC=C(C=C1)O 3,4',5,7-Tetrahydroxyflavylium